4-cyclopropyl-N-((S)-1-(4,4-difluorocyclohexyl)-2-oxo-2-((4-(1-((S)-2-oxo-4-(trifluoromethyl)imidazolidin-1-yl)ethyl)pyridin-2-yl)amino)ethyl)-1,2,5-oxadiazole-3-carboxamide C1(CC1)C=1C(=NON1)C(=O)N[C@H](C(NC1=NC=CC(=C1)C(C)N1C(N[C@@H](C1)C(F)(F)F)=O)=O)C1CCC(CC1)(F)F